(R)-N-(3-(5-bromo-1-(2,6-dichlorobenzoyl)-1H-pyrrolo[2,3-b]pyridine-3-carbonyl)-2,4-difluorophenyl)-3-fluoropyrrolidine-1-sulfonamide BrC=1C=C2C(=NC1)N(C=C2C(=O)C=2C(=C(C=CC2F)NS(=O)(=O)N2C[C@@H](CC2)F)F)C(C2=C(C=CC=C2Cl)Cl)=O